2,2-difluoro-N-(4-fluoro-3-(trifluoromethyl)phenyl)-6-(2-methoxy-5-(pyrrolidin-3-yl)benzamido)benzo[d][1,3]dioxole-5-carboxamide FC1(OC2=C(O1)C=C(C(=C2)C(=O)NC2=CC(=C(C=C2)F)C(F)(F)F)NC(C2=C(C=CC(=C2)C2CNCC2)OC)=O)F